2-[tert-butoxycarbonyl-[2-[2-[tert-butoxycarbonyl(2-methoxyethyl)amino]acetyl]oxy-1-methyl-ethyl]amino]acetic acid C(C)(C)(C)OC(=O)N(CC(=O)O)C(COC(CN(CCOC)C(=O)OC(C)(C)C)=O)C